1-[8-(4-piperidinyl)imidazo[1,2-a]pyridin-3-yl]hexahydropyrimidine-2,4-dione N1CCC(CC1)C=1C=2N(C=CC1)C(=CN2)N2C(NC(CC2)=O)=O